(3S)-7-hydroxy-N-[(1R)-1,2,3,4-tetrahydronaphthalen-1-yl]-1,2,3,4-tetrahydroisoquinoline-3-carboxamide hydrochloride Cl.OC1=CC=C2C[C@H](NCC2=C1)C(=O)N[C@@H]1CCCC2=CC=CC=C12